CNC1(C(=CC=CC1)C1=CC=CC=C1)[Pd] [2'-(methylamino)[1,1'-biphenyl]-2'-yl]palladium